NC1=C(C(=O)N=CN(C)C)C=C(N=C1Cl)Cl 3-Amino-2,6-dichloro-N-[(dimethylamino)methylene]isonicotinamide